tert-butyl 6-[6-(benzyloxycarbonylamino)-7-[4-fluoro-2-(2-methoxyethoxy)phenyl]thieno[3,2-c]pyridin-4-yl]-3,4-dihydro-1H-isoquinoline-2-carboxylate C(C1=CC=CC=C1)OC(=O)NC1=C(C2=C(C(=N1)C=1C=C3CCN(CC3=CC1)C(=O)OC(C)(C)C)C=CS2)C2=C(C=C(C=C2)F)OCCOC